FC1=CC(=C(OC=2N=NC(=CC2C(=O)O)C(F)(F)F)C=C1)C 3-(4-fluoro-2-methylphenoxy)-6-(trifluoromethyl)pyridazine-4-carboxylic acid